1-methyl-4-(4-{[1-methyl-4-(2-methyl-1-oxidopyridin-4-yl)-1H-pyrazol-3-yl]methoxy}phenyl)-1H-benzimidazole CN1C=NC2=C1C=CC=C2C2=CC=C(C=C2)OCC2=NN(C=C2C2=CC(=[N+](C=C2)[O-])C)C